3-octylheptamethyltrisiloxane C(CCCCCCC)[Si](O[Si](C)(C)C)(O[Si](C)(C)C)C